(R)-2,4-dimethyl-6-(pyrrolidin-3-ylmethyl)pyrimidine CC1=NC(=CC(=N1)C)C[C@@H]1CNCC1